FC1(COC1)CO (3-fluoro-oxetan-3-yl)methanol